ClC=1C=CC(=C(C1)C1=NN(C=C1NC(=O)C=1C=NN2C1N=CC=C2)CC(C(F)(F)F)(C(F)(F)F)O)OC N-(3-(5-chloro-2-methoxyphenyl)-1-(3,3,3-trifluoro-2-hydroxy-2-(trifluoromethyl)propyl)-1H-pyrazol-4-yl)pyrazolo[1,5-a]pyrimidine-3-carboxamide